3-hydroxy-2-(((3-octylundecanoyl)oxy)methyl)propyl (9Z,12Z)-octadeca-9,12-dienoate C(CCCCCCC\C=C/C\C=C/CCCCC)(=O)OCC(CO)COC(CC(CCCCCCCC)CCCCCCCC)=O